(4-(carbazol-9-yl)phenyl)boronic acid C1=CC=CC=2C3=CC=CC=C3N(C12)C1=CC=C(C=C1)B(O)O